ClC1=C(C=C(C=C1)F)N=C(N)C1=C(C=2N(N=C1)C=C(C2)C2=C(C=C(C=C2)NC(=O)NCCOC)C)N[C@H]2C[C@H](CC2)NC(OC(C)(C)C)=O tert-butyl [(1S,3R)-3-[[3-[N'-(2-chloro-5-fluorophenyl)carbamimidoyl]-6-[4-[3-(2-methoxyethyl)ureido]-2-methylphenyl]pyrrolo[1,2-b]pyridazin-4-yl]amino]cyclopentyl]carbamate